O=C1N(N=C(N2C1=CC=1C=CC=CC21)C(F)(F)F)CC(=O)OCC ethyl 2-[1-oxo-4-(trifluoromethyl)-[1,2,4]triazino[4,5-a]indol-2-yl]acetate